potassium tert-butylate CC(C)(C)[O-].[K+]